1-(4-(6-cyclopropylpyridin-3-yl)phenyl)-N-propylcyclobutane-1-carboxamide C1(CC1)C1=CC=C(C=N1)C1=CC=C(C=C1)C1(CCC1)C(=O)NCCC